(3R)-3-amino-5,5,7-trifluoro-8-(5-pyrrolidin-1-yl-1,3,4-oxadiazol-2-yl)-1-[[4-[3-(trifluoromethyl)-1,2,4-triazol-1-yl]phenyl]methyl]-3,4-dihydro-1-benzazepin-2-one N[C@H]1C(N(C2=C(C(C1)(F)F)C=C(C(=C2)C=2OC(=NN2)N2CCCC2)F)CC2=CC=C(C=C2)N2N=C(N=C2)C(F)(F)F)=O